3-(cyanomethyl)-3-[4-(7-tosyl-7H-pyrrolo[2,3-d]pyrimidin-4-yl)-1H-pyrazol-1-yl]azetidine-1-carboxylic acid tert-butyl ester C(C)(C)(C)OC(=O)N1CC(C1)(N1N=CC(=C1)C=1C2=C(N=CN1)N(C=C2)S(=O)(=O)C2=CC=C(C)C=C2)CC#N